[Cl-].C[NH-] methyl-amide chloride